C(C1=CC=CC=C1)OC(=O)N1CC(C(C(C1)CC)(F)F)CN.ClC1=C(C=CC=C1)CC(=O)NC1=CC(=C(C=C1)N1C=NC2=NC=CC=C21)S(N)(=O)=O 2-(2-chlorophenyl)-N-[4-(1H-imidazo[4,5-b]pyridin-1-yl)-3-sulfamoylphenyl]acetamide benzyl-3-(aminomethyl)-5-ethyl-4,4-difluoropiperidine-1-carboxylate